(S,E)-tert-butyl (1-cyclopropyl-2-((2-oxo-2-(4-(5-(trifluoromethyl)pyrimidin-2-yl)piperazin-1-yl)ethoxy)imino)ethyl)carbamate C1(CC1)[C@@H](/C=N/OCC(N1CCN(CC1)C1=NC=C(C=N1)C(F)(F)F)=O)NC(OC(C)(C)C)=O